O1CCN(CC1)C1=CC=C(C=N1)NC=1N=CC2=C(N1)N(C(C(=C2)C2=CC=CC=C2)=O)C=2C=C(C=CC2)NC(C=C)=O N-(3-(2-((6-morpholinopyridin-3-yl)amino)-7-oxo-6-phenylpyrido[2,3-d]pyrimidin-8(7H)-yl)phenyl)acrylamide